BrC1=CC(=CC=2C(C(=C(OC21)S)C)=O)C(F)(F)F 8-bromo-3-methyl-2-sulfanyl-6-(trifluoromethyl)benzopyran-4-one